C(C1=CC=CC=C1)(=O)O[C@H](C(=O)O)[C@@H](C(=O)O)OC(C1=CC=CC=C1)=O (2S,3S)-2,3-BIS(BENZOYL-OXY)-BUTANEDIOIC ACID